4-(5-methoxy-2-((1-methyl-1H-pyrazol-5-yl)amino)pyrimidin-4-yl)thiophene-2-carboxamide ethyl-4-oxo-1-[4-(trifluoromethoxy)phenyl]-5-vinyl-cinnoline-3-carboxylate C(C)OC(=O)C1=NN(C2=CC=CC(=C2C1=O)C=C)C1=CC=C(C=C1)OC(F)(F)F.COC=1C(=NC(=NC1)NC1=CC=NN1C)C=1C=C(SC1)C(=O)N